FC(C1CCN(CC1)CC(=O)NC=1N=CC2=CC=C(C=C2C1)C=1SC(=NN1)C)F 2-(4-(difluoromethyl)piperidin-1-yl)-N-(6-(5-methyl-1,3,4-thiadiazol-2-yl)isoquinolin-3-yl)acetamide